5-(3-(bromomethyl)-4-(methoxycarbonyl)phenyl)hexahydro-pyrrolo[3,4-c]pyrrole BrCC=1C=C(C=CC1C(=O)OC)N1CC2C(C1)CNC2